CC1=C(C=C(C(=C1)C)N1C(C2(CC1)CCCCC2)=O)N(S(=O)(=O)C(F)(F)F)S(=O)(=O)C(F)(F)F N-[2,4-Dimethyl-5-(1-oxo-2-azaspiro[4.5]dec-2-yl)phenyl]-1,1,1-trifluoro-N-[(trifluoromethyl)sulfonyl]methanesulfonamide